OC1=CC=C(C=C1)NC(=O)C1=NNC2=CC=CC=C12 1H-indazole-3-carboxylic acid (4-hydroxy-phenyl)-amide